1,1,3,3-tetramethylbutylperoxy neodecanoate C(CCCCCC(C)(C)C)(=O)OOOC(CC(C)(C)C)(C)C